N-[7-(6-{[(ethylcarbamoyl)methyl]carbamoyl}pyridin-2-yl)naphthalen-1-yl]prop-2-enamide C(C)NC(=O)CNC(=O)C1=CC=CC(=N1)C1=CC=C2C=CC=C(C2=C1)NC(C=C)=O